C1CC(CN2C1=CC=C1C(C2)CCC=C1)C(=O)N octahydrobenzo[e]pyrido[1,2-a]azepine-3-carboxamide